4,4'-dipyridyl disulfide C1=CN=CC=C1SSC2=CC=NC=C2